BrC1=C(OC2=C(O[C@@H](C(=O)OCC#N)OC)C=CC=C2)C=C(C(=C1)F)N1C(N(C(=CC1=O)C(F)(F)F)C)=O cyanomethyl (2S)-2-[2-[2-bromo-4-fluoro-5-[3-methyl-2,6-dioxo-4-(trifluoromethyl)pyrimidin-1-yl]phenoxy]phenoxy]-2-methoxy-acetate